1-(4-(5-(trifluoromethyl)-1,2,4-oxadiazol-3-yl)phenyl)-2-((4-(trifluoromethyl)phenyl)thio)ethan-1-one FC(C1=NC(=NO1)C1=CC=C(C=C1)C(CSC1=CC=C(C=C1)C(F)(F)F)=O)(F)F